[5-(2-fluorophenyl)-7-iodo-6-isopropyl-pyrrolo[2,3-f]indazol-1-yl]-2,2-dimethyl-propan-1-one FC1=C(C=CC=C1)N1C(=C(C2=C1C=C1C=NN(C1=C2)C(C(C)(C)C)=O)I)C(C)C